methylcarbonyl-phenylboronic acid CC(=O)C1=C(C=CC=C1)B(O)O